7-{[(1S)-1-{4-[(1S)-1-(4-propenylpiperazin-1-yl)propyl]phenyl}ethyl]amino}-1-(propan-2-yl)-1,6-naphthyridin-2(1H)-one C(=CC)N1CCN(CC1)[C@@H](CC)C1=CC=C(C=C1)[C@H](C)NC1=NC=C2C=CC(N(C2=C1)C(C)C)=O